ClC1=C(C=C2C=CC=NC2=C1F)CCNC(OC(C)(C)C)=O tert-butyl (2-(7-chloro-8-fluoroquinolin-6-yl)ethyl)carbamate